N-(3-(2-((1,3,4-oxadiazol-2-yl)amino)-8,9-dihydroimidazo[1',2':1,6]pyrido[2,3-d]pyrimidin-6-yl)-4-methylphenyl)-4-(trifluoromethyl)pyridineamide O1C(=NN=C1)NC=1N=CC2=C(N1)N1C(C(=C2)C=2C=C(C=CC2C)NC(=O)C2=NC=CC(=C2)C(F)(F)F)=NCC1